C1(CC1)C1=NC=NC(=C1C1=NN2C(N(C(CC2)=O)CC2=CC=C(C=C2)C=2N(C=C(N2)C(F)(F)F)C(C([2H])([2H])[2H])([2H])[2H])=N1)OC(F)F 2-(4-cyclopropyl-6-(difluoromethoxy)pyrimidin-5-yl)-4-(4-(1-(ethyl-d5)-4-(trifluoromethyl)-1H-imidazol-2-yl)benzyl)-6,7-dihydro-[1,2,4]triazolo[1,5-a]pyrimidin-5(4H)-one